nonanoxybenzenesulfonic acid sodium [Na].C(CCCCCCCC)OC1=C(C=CC=C1)S(=O)(=O)O